C(C)(C)(C)OC(=O)N(C(OC(C)(C)C)=O)C1=C(C=CC(=C1)[N+](=O)[O-])Cl tert-Butyl N-tert-butoxycarbonyl-N-(2-chloro-5-nitro-phenyl)carbamate